pyrazolo[3,4-d]pyridazin-4-amine N1N=CC=2C1=CN=NC2N